3-((13S,15S,Z)-16-(hydroxymethylene)-13-methyl-17-oxo-7,8,9,11,12,13,14,15,16,17-decahydro-6H-cyclopenta[a]phenanthren-15-yl)-N-(6-methylpyridazin-3-yl)propanamide O\C=C/1\[C@H](C2C3CCC=4C=CC=CC4C3CC[C@@]2(C1=O)C)CCC(=O)NC=1N=NC(=CC1)C